5-ethyl-2-fluoro-4-(3-(6-(hydroxymethyl)-5-(1-methylazetidin-3-yl)-4,5,6,7-tetrahydro-3H-imidazo[4,5-c]pyridin-2-yl)-1H-indazol-6-yl)phenol C(C)C=1C(=CC(=C(C1)O)F)C1=CC=C2C(=NNC2=C1)C1=NC2=C(CN(C(C2)CO)C2CN(C2)C)N1